COC=1C=C(C=CC1N1N=C(C=2C=NC(=CC21)C=2C=NN1C2N=CC=C1)NC)NS(=O)(=O)C1CC1 N-(3-methoxy-4-(3-(methylamino)-6-(pyrazolo[1,5-a]pyrimidin-3-yl)-1H-pyrazolo[4,3-c]pyridin-1-yl)phenyl)cyclopropanesulfonamide